N-(4-{[((2S)-oxolan-2-yl)carbonylamino]methyl}phenyl){[(4-chlorophenyl)methyl]amino}carboxamide O1[C@@H](CCC1)C(=O)NCC1=CC=C(C=C1)NC(=O)NCC1=CC=C(C=C1)Cl